3-fluoro-N-([1,2,3]triazolo[1,5-a]pyridin-3-ylmethyl)-4-(trifluoromethoxy)benzamide FC=1C=C(C(=O)NCC=2N=NN3C2C=CC=C3)C=CC1OC(F)(F)F